FC1=C(OCCCC2=C(N=CS2)C(=O)O)C=CC(=C1)C#CCNCCCS(=O)(=O)O 5-[3-[2-fluoro-4-[3-(3-sulfopropylamino)prop-1-ynyl]phenoxy]propyl]thiazole-4-carboxylic acid